[9-[(2R,4S,5R)-5-ethynyl-4-hydroxy-5-[2-[methyl-[(5-methyl-2-oxo-1,3-dioxol-4-yl)methyl]amino]ethyl carbamoyloxymethyl]tetrahydrofuran-2-yl]-2-fluoro-purin-6-yl]carbamate C(#C)[C@]1([C@H](C[C@@H](O1)N1C2=NC(=NC(=C2N=C1)NC([O-])=O)F)O)COC(NCCN(CC=1OC(OC1C)=O)C)=O